CCCCCCCCCCCC(=O)OC[C@H](COP(=O)(O)OC[C@@H](C(=O)O)N)OC(=O)CCCCCCCCCCC/C=C\C/C=C\CCCCC 1-dodecanoyl-2-(13Z,16Z-docosadienoyl)-glycero-3-phosphoserine